4-(4-pyridyl)phenylboric acid N1=CC=C(C=C1)C1=CC=C(C=C1)OB(O)O